(S)-4-((1-(4-chloro-8-(3,4-dihydro-2H-benzo[b][1,4]oxazin-7-yl)-1-oxo-2-phenyl-1,2-dihydroisoquinolin-3-yl)ethyl)amino)pyrido[2,3-d]pyrimidin-5(8H)-one ClC1=C(N(C(C2=C(C=CC=C12)C=1C=CC2=C(OCCN2)C1)=O)C1=CC=CC=C1)[C@H](C)NC=1C2=C(N=CN1)NC=CC2=O